FC(CN1N=CC=2C1=NC(=CN2)N2CCC1(CCN(C1)C=1C=NC(=NC1)C(F)(F)F)CC2)F 8-(1-(2,2-difluoroethyl)-1H-pyrazolo[3,4-b]pyrazin-6-yl)-2-(2-(trifluoromethyl)pyrimidin-5-yl)-2,8-diazaspiro[4.5]decane